C(C)NC(NC1=CC(=CN=N1)CN1CCN(CC1)C=1C=CC(=NC1F)C(=O)NC)=O 5-(4-((6-(3-ethylureido)pyridazin-4-yl)methyl)piperazin-1-yl)-6-fluoro-N-methylpicolinamide